N,N-Dimethyl-2-(phenylamino)-3-(p-tolyl)butanamide CN(C(C(C(C)C1=CC=C(C=C1)C)NC1=CC=CC=C1)=O)C